3-(8-cyanoquinolin-5-yl)-N-{[(3R)-morpholine-3-yl]methyl}-5-(trifluoromethyl)-3-azabicyclo[3.1.0]hexane-1-carboxamide C(#N)C=1C=CC(=C2C=CC=NC12)N1CC2(CC2(C1)C(F)(F)F)C(=O)NC[C@H]1NCCOC1